CN1CCN(CC1)C1=CC=C(C=C1)C1=CC=C(C=2C1=NSN2)C=O 7-(4-(4-methylpiperazin-1-yl)phenyl)benzo[c][1,2,5]thiadiazole-4-carbaldehyde